FC1=C(C=CC=C1F)[C@@H]1N(OCC1)C1=CC(=NC=N1)NC1=CC=C(C=C1)[C@H]1NOCC1 6-((R)-3-(2,3-difluorophenyl)isoxazolidin-2-yl)-N-(4-((S)-isoxazolidin-3-yl)phenyl)Pyrimidine-4-amine